(S)-quinuclidin-3-yl ((R)-5-(3-chloro-4-ethoxyphenyl)-6-fluoro-2,2-dimethyl-2,3-dihydro-1H-inden-1-yl)carbamate ClC=1C=C(C=CC1OCC)C=1C=C2CC([C@H](C2=CC1F)NC(O[C@@H]1CN2CCC1CC2)=O)(C)C